FC(C1=NC=CC=C1)F 2-(difluoromethyl)pyridine